C12CN(CC2C1)C1=NC2=C(C=C(C=C2C(N1C)=O)C)C(CC)NC1=C(C(=O)O)C=CC=C1 2-((1-(2-(3-azabicyclo[3.1.0]hexan-3-yl)-3,6-dimethyl-4-oxo-3,4-dihydro-quinazolin-8-yl)propyl)amino)benzoic acid